4-(Dichloroacetyl)-1-oxa-4-azaspiro[4.5]decan ClC(C(=O)N1CCOC12CCCCC2)Cl